C(CCCCCCCCCCCCC)(=O)CC(=O)[O-] myristoylacetate